5-(2-hydroxyethoxy)pyrimidine-2-carboxylic acid OCCOC=1C=NC(=NC1)C(=O)O